C1(CC1)N1C(C=2N(CC1)C1=C(C2C2=C(C=C(C#N)C=C2)F)N=CC=C1)=O 4-(8-cyclopropyl-9-oxo-6,7,8,9-tetrahydropyrido[2',3':4,5]pyrrolo[1,2-a]pyrazin-10-yl)-3-fluorobenzonitrile